CC[C@@H](CCC[C@H](CC)O)O (3s,7s)-3,7-nonanediol